(+)-(3s,3as,6r,7ar)-perhydro-3,6-dimethyl-2-benzo[b]furanone C[C@H]1[C@H]2[C@H](OC1=O)C[C@@H](CC2)C